methyl 6-chloro-7-fluoro-4-(1-methylpyrrolidin-3-yl)-1-((2-(trimethylsilyl)ethoxy)methyl)-1H-indole-2-carboxylate ClC1=CC(=C2C=C(N(C2=C1F)COCC[Si](C)(C)C)C(=O)OC)C1CN(CC1)C